COC=1C=C(C=CC1)S(=O)CC(OCC)OCC (2,2-diethoxyethyl) (3-methoxyphenyl) sulfoxide